5-{[(2S)-1-hydroxypropan-2-yl]amino}-2-[(4-methoxyphenyl)methyl]-4-(trifluoromethyl)-2,3-dihydropyridazin-3-one OC[C@H](C)NC1=C(C(N(N=C1)CC1=CC=C(C=C1)OC)=O)C(F)(F)F